Methyl (2S)-2-[[(tert-butoxy)carbonyl]amino]-3-(4-tert-butylphenyl)propanoate C(C)(C)(C)OC(=O)N[C@H](C(=O)OC)CC1=CC=C(C=C1)C(C)(C)C